3,5-dimethyl-N,N-bis(2-methoxyethyl)aniline Ethyl-(S)-3-(4-((1-((2',4'-dichloro-[1,1'-biphenyl]-4-yl)amino)-1-oxo-3-phenylpropan-2-yl)amino)benzamido)propanoate C(C)OC(CCNC(C1=CC=C(C=C1)N[C@H](C(=O)NC1=CC=C(C=C1)C1=C(C=C(C=C1)Cl)Cl)CC1=CC=CC=C1)=O)=O.CC=1C=C(N(CCOC)CCOC)C=C(C1)C